(4'-bromo-[1,1'-biphenyl]-4-yl)-4-(naphthalen-1-yl)phenyl-phenanthren-9-yl-amine BrC1=CC=C(C=C1)C1=CC=C(C=C1)N(C=1C2=CC=CC=C2C=2C=CC=CC2C1)C1=CC=C(C=C1)C1=CC=CC2=CC=CC=C12